6-hydroxy-2H-benzofurane OC1=CC2=C(CCO2)C=C1